5-(6-(((1S,2R,3R,5R)-2-fluoro-9-azabicyclo[3.3.1]nonan-3-yl)oxy)-1,2,4-triazin-3-yl)-2-(1H-imidazol-1-yl)pyridin-4-ol F[C@@H]1[C@@H]2CCC[C@H](C[C@H]1OC1=CN=C(N=N1)C=1C(=CC(=NC1)N1C=NC=C1)O)N2